O-ethyl O-(4-methylthiophenyl) S-propyl dithiophosphate P(=S)(OC1=CC=C(C=C1)SC)(OCC)SCCC